C(CCCCC)OC(CCCCCCCC(=O)O)=O 9-(hexyloxy)-9-oxononanoic acid